N-(2-((6-(2,6-dichloro-3,5-dimethoxyphenyl)-5,6-dihydropyrimido[5,4-c][1,8]naphthyridin-2-yl)amino)-5-(4-morpholinylpiperidin-1-yl)phenyl)acrylamide ClC1=C(C(=C(C=C1OC)OC)Cl)N1CC2=C(C=3C=CC=NC13)N=C(N=C2)NC2=C(C=C(C=C2)N2CCC(CC2)N2CCOCC2)NC(C=C)=O